1-Allyl 3-methyl azetidine-1,3-dicarboxylate N1(CC(C1)C(=O)OC)C(=O)OCC=C